FC1=C(C=C(C(=O)NC=2SC=C(N2)C2=CC=C(C=C2)F)C=C1)NC(C(F)(F)F)=O 4-Fluoro-N-(4-(4-fluorophenyl)thiazol-2-yl)-3-(2,2,2-trifluoroacetamido)benzamide